N(C1=CC=CC=C1)C1=CC=CC(=N1)S(=O)(=O)N 6-anilinopyridine-2-sulfonamide